C(C)OC(=O)[C@@H]1[C@@H](NC(CC1)=O)C1=CC=C(C=C1)[N+](=O)[O-] (2R,3S)-2-(4-nitrophenyl)-6-oxo-piperidine-3-carboxylic acid ethyl ester